FC=1C=C(C=CC1F)[C@H](C)NC(=O)C1=NC(=CN=C1NCC1=CC=C(C=C1)C1=NC(=C(N=C1)N)C1=CC(=CC=C1)N)C#N 3-{4-[5-Amino-6-(3-amino-phenyl)-pyrazin-2-yl]-benzylamino}-6-cyanopyrazine-2-carboxylic acid [(S)-1-(3,4-difluoro-phenyl)-ethyl]-amide